C(C)(C)(C)OC(NC1(CC2=CC=C(C=C2C1)N)C(NC)=O)=O (5-amino-2-(methylcarbamoyl)-2,3-dihydro-1H-inden-2-yl)carbamic acid tert-butyl ester